ClC1=CC=C(C=C1)[C@@]1(N(C(C2=CC(=CC(=C12)F)C(CC)(C=1N=CN(C1)C)O)=O)CC1=CC=C(C=N1)C#N)O[C@@H]1COCC1 6-{[(1R)-1-(4-Chlorophenyl)-7-fluoro-5-[1-hydroxy-1-(1-methyl-1H-imidazol-4-yl)propyl]-3-oxo-1-[(3S)-oxolan-3-yloxy]-2,3-dihydro-1H-isoindol-2-yl]methyl}pyridin-3-carbonitril